O=C1NC(CCC1N1C(C2=CC=C(C=C2C1)C=1C=NN(C1)C1CC2(C1)CCN(CC2)C(=O)OC(C)(C)C)=O)=O Tert-butyl 2-{4-[2-(2,6-dioxopiperidin-3-yl)-1-oxo-3H-isoindol-5-yl] pyrazol-1-yl}-7-azaspiro[3.5]nonane-7-carboxylate